ClC=1C(=C(C=CC1OC(F)F)NC=1C2=C(N=CN1)C=CC(=N2)N2CC(C2)NC(C=C)=O)F N-(1-(4-((3-Chloro-4-(difluoromethoxy)-2-fluorophenyl)amino)pyrido[3,2-d]pyrimidin-6-yl)azetidin-3-yl)acrylamide